C(CCC)C1(N=C(C2=C(N1)CCCN2)NC2CCCC2)N 2-butyl-N4-cyclopentyl-5,6,7,8-tetrahydropyrido[3,2-d]pyrimidine-2,4-diamine